2-((2-((6-((5-fluoro-4-(4-fluoro-1-isopropyl-2-methyl-1H-benzo[d]imidazol-6-yl)pyrimidin-2-yl)amino)pyridin-3-yl)(methyl)amino)ethyl)(methyl)amino)-N-hydroxypyrimidine-5-carboxamide FC=1C(=NC(=NC1)NC1=CC=C(C=N1)N(CCN(C1=NC=C(C=N1)C(=O)NO)C)C)C=1C=C(C2=C(N(C(=N2)C)C(C)C)C1)F